9-ethyldodecahydro-1H-carbazol C(C)N1C2CCCCC2C2CCCCC12